3-triMethoxysilylpropyl-N,N-dimethylthiocarbamoyl tetrasulfide CO[Si](CCCS=C(N(C)C)SSSSC(N(C)C)=SCCC[Si](OC)(OC)OC)(OC)OC